(S)-6-isopropoxy-N-(pyrazolo[1,5-a]pyridin-7-yl)-2-((tetrahydrofuran-3-yl)methyl)-2H-pyrazolo[3,4-b]pyridine-5-carboxamide C(C)(C)OC=1C(=CC=2C(N1)=NN(C2)C[C@H]2COCC2)C(=O)NC2=CC=CC=1N2N=CC1